5-(5-chloro-2-((2S,3S)-3-(methylamino)tetrahydro-2H-pyran-2-yl)-7-((thiophen-2-ylmethyl)amino)thieno[3,2-b]pyridin-3-yl)pent-4-yn-1-ol ClC1=CC(=C2C(=N1)C(=C(S2)[C@H]2OCCC[C@@H]2NC)C#CCCCO)NCC=2SC=CC2